6-bromo-1,2-benzoxazol-3-amine BrC1=CC2=C(C(=NO2)N)C=C1